CN1CC2(C1)CC(C2)C(=O)N[C@@H](CCCCCC(CC)=O)C=2NC(=CN2)C2=CC1=CN(N=C1C=C2)C (S)-2-Methyl-N-(1-(5-(2-methyl-2H-indazol-5-yl)-1H-imidazol-2-yl)-7-oxononyl)-2-azaspiro[3.3]heptan-6-carboxamid